CC(C)C(=C)C=C[C@@H](C)[C@H]1CC[C@H]2C3=CC=C4C[C@H](CC[C@]4(C)[C@H]3CC[C@]12C)O ergosta-5,7,22,24(28)-tetraen-3β-ol